O1CCC(CC1)N1CCCCC1 (oxan-4-yl)piperidin